C(CCC)N1C2=C(C=C(C=C2C=2C=C(C=C(C12)Br)C(C)(C)C)C(C)(C)C)Br 9-butyl-3,6-di-tert-butyl-1,8-dibromocarbazole